6-(chloromethyl)pyrimidine-2,4-diyl dibenzoate C(C1=CC=CC=C1)(=O)OC1=NC(=CC(=N1)OC(C1=CC=CC=C1)=O)CCl